(2-amino-2-oxo-ethyl)-triphenylphosphonium chloride [Cl-].NC(C[P+](C1=CC=CC=C1)(C1=CC=CC=C1)C1=CC=CC=C1)=O